N[C@H](C)C1=CC=C2C(=N1)N(C(=C2)C=2N=C1N(C(=CC(=C1)C(=O)OCC)OC)C2C)COCC[Si](C)(C)C Ethyl (R)-2-(6-(1-aminoethyl)-1-((2-(trimethylsilyl)ethoxy)methyl)-1H-pyrrolo[2,3-b]pyridin-2-yl)-5-methoxy-3-methylimidazo[1,2-a]pyridine-7-carboxylate